FC1=C(C=CC=C1)C=1C=C2C(CCOC2=CC1)NC(O[C@@H]1CN2CCC1CC2)=O (S)-quinuclidin-3-yl (6-(2-fluorophenyl)chroman-4-yl)carbamate